C(C)NC(=O)C=1C=C(C(=O)O)C=CC1 3-[(ethylamino)carbonyl]benzoic acid